2-Trimethylsilyloxy-2-(4-vinylphenyl)-indane C[Si](OC1(CC2=CC=CC=C2C1)C1=CC=C(C=C1)C=C)(C)C